[(1R)-1-(4-Chlorophenyl)-7-fluoro-5-(2-hydroxypropan-2-yl)-3-oxo-1-{[(trans-3-hydroxycyclobutyl)methoxy]-2,3-dihydro-1H-isoindol-2-yl}methyl]pyridin-3-carbonitril ClC1=CC=C(C=C1)[C@@H](N1C(C2=C(C=C(C=C2C1=O)C(C)(C)O)F)OC[C@@H]1C[C@H](C1)O)C1=NC=CC=C1C#N